C(C#C)OC1=C(C=2C=CC(=C(C2C=C1)C=O)OCC#C)C=O 2,6-bis(2-propynyloxy)naphthalene-1,5-dialdehyde